BrC=1C=C(C=C(C1)NCCN)NC(=O)NC1=C(C(=CC=C1)Cl)CO 1-[3-bromo-5-(2-aminoethylamino)phenyl]-3-(3-chloro-2-hydroxymethylphenyl)urea